O=C1NC(CCC1NC=1C=CC(=NC1)N1CCC(CC1)N1CC(C1)C(=O)O)=O (1-(5-((2,6-Dioxopiperidin-3-yl)amino)pyridin-2-yl)piperidin-4-yl)azetidine-3-carboxylic acid